ClCC(=O)NNC(=O)[C@@]1(C[C@H](CC1)NS(=O)(=O)C)CC=1C=C(C(=CC1)F)C1=C(C(=CC=C1)F)O N-((1S,3R)-3-(2-(2-chloroacetyl)hydrazine-1-carbonyl)-3-((3',6-difluoro-2'-hydroxy-[1,1'-biphenyl]-3-yl)methyl)cyclopentyl)methanesulfonamide